ClC1=CC=C(C=C1)[C@H](NC(=O)N1[C@@H](C(NCC1)=O)C)C1=NC(=NC=C1)C(F)(F)F (2R)-N-((S)-(4-chlorophenyl)(2-(trifluoromethyl)pyrimidin-4-yl)methyl)-2-methyl-3-oxopiperazine-1-carboxamide